1-(2,2,2-trifluoroethyl)-1H-pyrazole-3-boronic acid pinacol ester FC(CN1N=C(C=C1)B1OC(C)(C)C(C)(C)O1)(F)F